bisphenol-a isophthalate C(C1=CC(C(=O)O)=CC=C1)(=O)O.OC1=CC=C(C=C1)C(C)(C)C1=CC=C(C=C1)O